3-ethyl-1,2-hexadiene C(C)C(=C=C)CCC